ethyl (2Z)-2-(4-bromo-2H-isoquinolin-1-ylidene)-2-cyano-acetate BrC1=CN\C(\C2=CC=CC=C12)=C(/C(=O)OCC)\C#N